(4-chloro-2-methylphenyl)(3-methyl-2-oxo-1-(tetrahydro-2H-pyran-4-yl)-2,3-dihydro-1H-imidazo[4,5-c]pyridin-6-yl)carbamic acid benzyl ester C(C1=CC=CC=C1)OC(N(C1=CC2=C(C=N1)N(C(N2C2CCOCC2)=O)C)C2=C(C=C(C=C2)Cl)C)=O